1-(1-Methyl-6-(1-(3-((4-((5-methylpyrimidin-2-yl)amino)piperidin-1-yl)sulfonyl)-benzyl)piperidin-4-yl)-1H-indazol-3-yl)dihydropyrimidine-2,4(1H,3H)-dione CN1N=C(C2=CC=C(C=C12)C1CCN(CC1)CC1=CC(=CC=C1)S(=O)(=O)N1CCC(CC1)NC1=NC=C(C=N1)C)N1C(NC(CC1)=O)=O